1-[3-[(6-bromo-2-methylpyridin-3-yl)oxy]pyrrolidin-1-yl]ethanone BrC1=CC=C(C(=N1)C)OC1CN(CC1)C(C)=O